C(C\C=C/CCCC)OC1=C(C=C(C=C1)C1=NOC(=N1)[C@H]1N(CCC1)C(=O)OC(C)(C)C)C(F)(F)F tert-butyl (S,Z)-2-(3-(4-(oct-3-en-1-yloxy)-3-(trifluoromethyl)phenyl)-1,2,4-oxadiazol-5-yl)pyrrolidine-1-carboxylate